isostearylethyl-imidazolinium ethyl-sulfate C(C)OS(=O)(=O)[O-].C(CCCCCCCCCCCCCCC(C)C)[N+]1(C=NCC1)CC